N-propyl-2-picolinemethylamine hydrochloride Cl.C(CC)NCC=1C(=NC=CC1)C